FC1(C(C1)CN1C(N(C2=C1C=CC(=C2)S(=O)(=O)NC2(CC2)C)C)=O)F 1-[(2,2-difluorocyclopropyl)methyl]-3-methyl-N-(1-methylcyclopropyl)-2-oxo-benzimidazole-5-sulfonamide